(R)-2-((tert-butoxycarbonyl)amino)-3-(4-hydroxy-3-iodophenyl)propionic acid C(C)(C)(C)OC(=O)N[C@@H](C(=O)O)CC1=CC(=C(C=C1)O)I